(3Z)-10,10-dimethoxy-1,3-decadiene COC(CCCCC\C=C/C=C)OC